2-(isopropylsulfonyl)pyridine-3-amine C(C)(C)S(=O)(=O)C1=NC=CC=C1N